N-(4-(3-fluoro-1-(1-(4-(methyl-d3)benzyl)-2-oxopyrrolidin-3-yl)piperidin-4-yl)phenyl)methanesulfonamide FC1CN(CCC1C1=CC=C(C=C1)NS(=O)(=O)C)C1C(N(CC1)CC1=CC=C(C=C1)C([2H])([2H])[2H])=O